C1(=CC=CC=C1)C1=C2C=CC=CC2=C(C2=CC=CC=C12)C1=CC=C(C=C1)C=1C=CC(=NC1C1=CC=C(C=C1)C=1C2=CC=CC=C2C(=C2C=CC=CC12)C1=CC=CC=C1)C1=NC=CC=C1 5,6-bis[4-(10-phenyl-9-anthracenyl)phenyl]-2,2'-bipyridine